dimethyl-dimethylsilylene(6-methyl-1,2,3,5-tetrahydro-s-indacen-5-yl)(tert-butylamino)titanium CC([Si](=[Ti](NC(C)(C)C)C1C=2C=C3CCCC3=CC2C=C1C)C)C